Dibutyl 9,9'-((4-(2-(4-(2-((4-(bis(2-hydroxy-7-(isopentyloxy)-7-oxoheptyl)amino)butyl)-disulfaneyl)ethyl)piperazin-1-yl)ethoxy)-5-oxopentyl)azanediyl)bis(8-hydroxynonanoate) OC(CN(CCCCSSCCN1CCN(CC1)CCOC(CCCN(CC(CCCCCCC(=O)OCCCC)O)CC(CCCCCCC(=O)OCCCC)O)C=O)CC(CCCCC(OCCC(C)C)=O)O)CCCCC(=O)OCCC(C)C